4-(tosyloxy)azepane-1-carboxylic acid tert-butyl ester C(C)(C)(C)OC(=O)N1CCC(CCC1)OS(=O)(=O)C1=CC=C(C)C=C1